C(CCCCCC\C=C/C\C=C/CCCCC)C(O[Si](OCCCCCCN1C(CCC1)CO)(C)C)OCCCCCCCC\C=C/C\C=C/CCCCC (1-((20Z,23Z)-10-((8Z,11Z)-heptadeca-8,11-dien-1-yl)-8,8-dimethyl-7,9,11-trioxa-8-silanonacosa-20,23-dien-1-yl)pyrrolidin-2-yl)methanol